COC=1C=C(OC2=CC=CC(=N2)S(=O)(=O)NC(=O)C=2C(=NC=CC2)N2C(CC(C2)C)(C)C)C=C(C1)OC N-[[6-(3,5-Dimethoxyphenoxy)-2-pyridyl]sulfonyl]-2-(2,2,4-trimethylpyrrolidin-1-yl)pyridin-3-carboxamid